di-2-ethylhexyl-phthalate CCCCC(CC)COC(=O)C1=CC=CC=C1C(=O)OCC(CC)CCCC